NC1=C2C=CC=NC2=C2N=CC=CC2=C1N 5,6-Diamino-1,10-phenanthroline